methylcyclopentadecasiloxane C[SiH]1O[SiH2]O[SiH2]O[SiH2]O[SiH2]O[SiH2]O[SiH2]O[SiH2]O[SiH2]O[SiH2]O[SiH2]O[SiH2]O[SiH2]O[SiH2]O[SiH2]O1